C1(CC1)C(=O)NC1=CC(=C(N=N1)C(=O)NC([2H])([2H])[2H])NC1=C(C(=CC=C1)N1N=C(N=C1)C)OC 6-(Cyclopropanecarboxamido)-4-((2-methoxy-3-(3-methyl-1H-1,2,4-triazol-1-yl)phenyl)amino)-N-(methyl-d3)pyridazine-3-carboxamide